N2-(2,2,2-trifluoro-1-phenylethyl)oxalamide FC(C(C1=CC=CC=C1)NC(C(=O)N)=O)(F)F